N-[[4-[(5S)-5-(3,5-dichloro-4-fluoro-phenyl)-5-(trifluoromethyl)-4H-isoxazol-3-yl]-2,3-dihydrobenzofuran-7-yl]methyl]propanamide ClC=1C=C(C=C(C1F)Cl)[C@@]1(CC(=NO1)C1=CC=C(C2=C1CCO2)CNC(CC)=O)C(F)(F)F